Cl.Cl.Cl.C(C)(C)(C)NC[C@H](O)C=1C=NC=C(C1)F (R)-2-(tert-Butylamino)-1-(5-fluoropyridin-3-yl)ethan-1-ol dihydrochloride HCl